Cl.C(C)OC([C@@H](N)CCC(N)=O)=O glutamine ethyl ester HCl